(S)-6-((sec-butylamino)methyl)-2-(3-(3,3-difluoro-1-((4-methyl-4H-1,2,4-triazol-3-yl)methyl)cyclobutyl)phenyl)-4-(trifluoromethyl)isoindolin-1-one [C@H](C)(CC)NCC1=CC(=C2CN(C(C2=C1)=O)C1=CC(=CC=C1)C1(CC(C1)(F)F)CC1=NN=CN1C)C(F)(F)F